tert-butyl 2-[2-[2-[2-[[2-(2,6-dioxo-3-piperidyl)-1,3-dioxo-isoindolin-5-yl]amino]ethoxy]ethoxy]ethoxy]acetate O=C1NC(CCC1N1C(C2=CC=C(C=C2C1=O)NCCOCCOCCOCC(=O)OC(C)(C)C)=O)=O